[W].[Co].[Cu] copper-cobalt-tungsten